COC=1C=C(C=C(C1)OC)N(C(=O)C=1N=C(SC1C)C#C[Si](C(C)C)(C(C)C)C(C)C)[C@H]1CN(CCC1)CC(F)(F)F (R)-N-(3,5-Dimethoxyphenyl)-5-methyl-N-(1-(2,2,2-trifluoroethyl)piperidin-3-yl)-2-((triisopropylsilyl)ethynyl)thiazole-4-carboxamide